ClC(C(C(C(F)(F)Cl)(F)Cl)(F)Cl)(F)Cl 1,1,2,3,4-PENTACHLORO-1,2,3,4,4-PENTAFLUOROBUTANE